1,1,3,3-tetraisocyanato-1,3-dimethyl-disiloxane N(=C=O)[Si](O[Si](C)(N=C=O)N=C=O)(C)N=C=O